3,4-diiodo-2-phenyl-5-(4-methoxyphenyl)-1-p-toluenesulfonyl-1h-pyrrole IC1=C(N(C(=C1I)C1=CC=C(C=C1)OC)S(=O)(=O)C1=CC=C(C)C=C1)C1=CC=CC=C1